FC1=CC=C2C(CC(OC2=C1)(C)C)NC(=O)[C@H]1[C@@H](C1)[C@@H](CCOC)N1C(NC(CC1=O)(C)C)=[NH2+] [1-[(1R)-1-[(1R,2R)-2-[(7-fluoro-2,2-dimethyl-chroman-4-yl)carbamoyl]cyclopropyl]-3-methoxypropyl]-4,4-dimethyl-6-oxo-hexahydropyrimidin-2-ylidene]ammonium